N-((4-(5-amino-4-cyano-1-(1,1,1-trifluoropropan-2-yl)-1H-pyrazol-3-yl)-6-fluoro-1-((2-(trimethylsilyl)ethoxy)methyl)-1H-indazol-7-yl)methyl)-5-fluoro-2-methoxybenzamide NC1=C(C(=NN1C(C(F)(F)F)C)C1=C2C=NN(C2=C(C(=C1)F)CNC(C1=C(C=CC(=C1)F)OC)=O)COCC[Si](C)(C)C)C#N